C(C=C)(=O)N1CC2C3=C(N(N=C3CC1)C13CC(C1)(C3)C3CCCC3)CCN2C(=O)OC(C)(C)C tert-butyl 7-acryloyl-2-(3-cyclopentylbicyclo[1.1.1]pentan-1-yl)-2,3,4,5a,6,7,8,9-octahydro-5H-1,2,5,7-tetraazabenzo[cd]azulene-5-carboxylate